7-hydroxy-3-(4-methoxyphenyl)-2-methyl-4H-chromen-4-one OC1=CC=C2C(C(=C(OC2=C1)C)C1=CC=C(C=C1)OC)=O